OC(CN1N=CC(=C1)C=1C=CC(=NC1C1=CC=C2C=CC=NC2=C1)C#N)C(C)C 5-[1-(2-Hydroxy-3-methylbutyl)-1H-pyrazol-4-yl]-6-chinolin-7-ylpyridin-2-carbonitril